di-(2-ethylhexyl)benzene C(C)C(CC1=C(C=CC=C1)CC(CCCC)CC)CCCC